ClC=1C(=CC(=C(C=O)C1)OCC1=NC=C(N=C1)C)OCC1=C(C(=CC=C1)C1=CC2=C(OCCO2)C=C1)C 5-chloro-4-((3-(2,3-dihydrobenzo[b][1,4]dioxin-6-yl)-2-methylbenzyl)oxy)-2-((5-methylpyrazin-2-yl)methoxy)benzaldehyde